[Mo](F)(F)(F)F molybdenum tetrafluoride